5-Cyano-N-(3-(2-ethylpyridin-4-yl)-1H-indazol-5-yl)-3,4-dimethylpicolinamide C(#N)C=1C(=C(C(=NC1)C(=O)NC=1C=C2C(=NNC2=CC1)C1=CC(=NC=C1)CC)C)C